C(C)(C)(C)OC(N(CC1=CC(=CC=C1)NC(C(=C)C)=O)C1=CC(=NC=2N1N=CC2C(C)C)C2CC2)=O (5-cyclopropyl-3-isopropylpyrazolo[1,5-a]Pyrimidin-7-yl)(3-methacrylamidobenzyl)carbamic acid tert-butyl ester